C(CC)S(=O)SCCC S-Propyl 1-thiopropanesulfinate